OC(C[C@H](C)N1C(C2=CC(=C(C=C2C1)NC(=O)C=1C=NN2C1N=CC=C2)N2CCOCC2)=O)(C)C N-[2-[(1S)-3-hydroxy-1,3-dimethyl-butyl]-6-morpholino-1-oxo-isoindolin-5-yl]pyrazolo[1,5-a]pyrimidine-3-carboxamide